3,4-dimethyl-2'-hydroxy-4',5',6'-trimethoxychalcone CC=1C=C(C=CC1C)\C=C\C(=O)C1=C(C=C(C(=C1OC)OC)OC)O